BrC1=CN=C(C2=CC(=NC=C12)Cl)OS(=O)(=O)C(F)(F)F 4-bromo-7-chloro-2,6-naphthyridin-1-yl-triflic acid